phenyl 8-ethoxy-2-(tetrahydro-2H-pyran-3-yl)imidazo[1,2-a]pyridine-6-carboxylate C(C)OC=1C=2N(C=C(C1)C(=O)OC1=CC=CC=C1)C=C(N2)C2COCCC2